(iodomethyl)pyrrolidine-1-carboxylic acid (R)-tert-butyl ester C(C)(C)(C)OC(=O)N1C(CCC1)CI